6-phenyl-4H-s-triazolo[1,5-a][1,4]benzodiazepine C1(=CC=CC=C1)C1=NCC=2N(C3=C1C=CC=C3)N=CN2